6-(1-methyl-1H-pyrazol-4-yl)-4-((2-methyl-6-azaspiro[3.4]octan-2-yl)oxy)pyrazolo[1,5-a]pyrazine trifluoroacetate FC(C(=O)O)(F)F.CN1N=CC(=C1)C=1N=C(C=2N(C1)N=CC2)OC2(CC1(C2)CNCC1)C